[N+](=O)([O-])C1=C(C=NC=C1)C1=NN2C(C=NC=C2)=C1C(=O)OCC ethyl 2-(4-nitropyridin-3-yl)pyrazolo[1,5-a]pyrazine-3-carboxylate